OCC=CC=O 4-hydroxy-but-2-en-1-one